hydroxy-2,3,4,5-tetrahydrobenzo[f][1,4]oxazepine OC1OC2=C(CNC1)C=CC=C2